C=CCCCCCCC(=O)O octaene-8-carboxylic acid